4-ethynyl-aniline C(#C)C1=CC=C(N)C=C1